N1C=C(C2=CC=CC=C12)\C=C/1\C(N=C(S1)NC1=CC(=CC=C1)OC)=O (5Z)-5-(1H-indol-3-ylmethylene)-2-[(3-methoxyphenyl)amino]-1,3-thiazol-4(5H)-one